NCCCN1[C@@H](CCC1)COC1=NC2=C(C(=CC=C2C(=N1)N1C[C@H]2CC[C@@H](C1)N2C(=O)OC(C)(C)C)C2=CNC1=CC=CC(=C21)CCF)F tert-butyl (1R,5S)-3-(2-(((S)-1-(3-aminopropyl)pyrrolidin-2-yl)methoxy)-8-fluoro-7-(4-(2-fluoroethyl)-1H-indol-3-yl)quinazolin-4-yl)-3,8-diazabicyclo[3.2.1]octane-8-carboxylate